(R)-4-oxochroman-2-carboxylic acid methyl ester (methyl (R)-4-oxochromane-2-carboxylate) C[C@]1(OC2=CC=CC=C2C(C1)=O)C(=O)O.COC(=O)[C@@H]1OC2=CC=CC=C2C(C1)=O